C(C)N1N=C2N=C(C=NC2=C1)N[C@@H](C)C=1C=C(C=CC1F)NC(CC1=NC=C(C=C1)C(F)(F)F)=O (S)-N-(3-(1-((2-ethyl-2H-pyrazolo[3,4-b]pyrazin-6-yl)amino)ethyl)-4-fluorophenyl)-2-(5-(trifluoromethyl)pyridin-2-yl)acetamide